methyl 3-[(tert-butoxycarbonyl) amino]-2-(6-{[(tert-butyldimethylsilyl) oxy] methyl} pyridin-3-yl)propanoate C(C)(C)(C)OC(=O)NCC(C(=O)OC)C=1C=NC(=CC1)CO[Si](C)(C)C(C)(C)C